2-ethylhexyl-dodecanol sulfate S(=O)(=O)(O)OC(CCCCCCCCCCC)CC(CCCC)CC